C1(=CC=CC=C1)N(C1=CC=C(C=C1)C1=CC=C(C=C1)N(C1=CC=CC2=CC=CC=C12)C1=CC=CC=C1)C1=CC=CC2=CC=CC=C12 N,N'-diphenyl-N,N'-bis(naphthalen-1-yl)-1,1'-biphenyl-4,4'-diamine